CCC(CCC)OC=1C=C2C[C@@H](C(=CC2=CC1)CN1CC(C1)C(=O)O)C 1-[((3S)-6-hex-3-yloxy-3-methyl-3,4-dihydronaphthalen-2-yl)methyl]Azetidine-3-carboxylic acid